1-(4-hydroxybutyl)-1H-imidazo[4,5-C]quinoline-7-carboxylic acid methyl ester COC(=O)C=1C=CC=2C3=C(C=NC2C1)N=CN3CCCCO